COC(CN1C(N(C2=C1C=CC(=C2)[N+](=O)[O-])CCC(C)(C)O)=O)OC 1-(2,2-dimethoxyethyl)-3-(3-hydroxy-3-methyl-butyl)-5-nitro-benzimidazol-2-one